COC(=O)C=1C(N(C2=CC(=CC=C2C1N)I)C=1C=CC=2N(C1)C=CN2)=O 4-Amino-1-(imidazo[3,2-a]pyridin-6-yl)-7-iodo-2-oxo-1,2-dihydroquinoline-3-carboxylic acid methyl ester